4-(methyl(3,3,3-trifluoropropyl)amino)pyrrolo[1,2-a]quinoxaline-7-carboxylic acid CN(C=1C=2N(C3=CC=C(C=C3N1)C(=O)O)C=CC2)CCC(F)(F)F